CN1CCN(CC1)C1=CC=C(C(=O)NC2=CNC=3N=CN=C(C32)N3CCC(CC3)N3CCCC3)C=C1 4-(4-methylpiperazin-1-yl)-N-(4-(4-(pyrrolidin-1-yl)piperidin-1-yl)-7H-pyrrolo[2,3-d]pyrimidin-5-yl)benzamide